CN1N=C2C(N(CC(C2)CNC(C=C)=O)C2=CC=C(C=C2)C(F)(F)F)=C1 N-((2-methyl-4-(4-(trifluoromethyl)phenyl)-4,5,6,7-tetrahydro-2H-pyrazolo[4,3-b]pyridin-6-yl)methyl)acrylamide